4-{[3-(2-aminobenzo[d]thiazol-6-yl)-5-(4-methylphenyl)-1H-pyrazol-1-yl]methyl}-N-hydroxybenzoamide NC=1SC2=C(N1)C=CC(=C2)C2=NN(C(=C2)C2=CC=C(C=C2)C)CC2=CC=C(C(=O)NO)C=C2